CC(C#C)(C)OC[SiH3] [(1,1-dimethyl-2-propynyl)oxy]methylsilane